2-[(2,2-difluoro-ethyl)amino]-5-[5-(2-oxo-2,3-dihydro-1,3-benzoxazol-6-yl)-1,3,4-oxadiazol-2-yl]benzonitrile FC(CNC1=C(C#N)C=C(C=C1)C=1OC(=NN1)C1=CC2=C(NC(O2)=O)C=C1)F